1-(5-(Isopropylthio)-4-(4-(Trifluoromethyl)Cyclohex-1-en-1-yl)Thiazol-2-yl)-3-Methyl-1H-Pyrazole-5-Carboxylic Acid C(C)(C)SC1=C(N=C(S1)N1N=C(C=C1C(=O)O)C)C1=CCC(CC1)C(F)(F)F